tert-butyl N-(10-{[(2S)-1-[(2S,4R)-4-hydroxy-2-({[4-(4-methyl-1,3-thiazol-5-yl)phenyl]methyl}carbamoyl)pyrrolidin-1-yl]-3,3-dimethyl-1-oxobutan-2-yl]carbamoyl}decyl)carbamate O[C@@H]1C[C@H](N(C1)C([C@H](C(C)(C)C)NC(=O)CCCCCCCCCCNC(OC(C)(C)C)=O)=O)C(NCC1=CC=C(C=C1)C1=C(N=CS1)C)=O